2-(cyanoamino)-5-(trifluoromethyl)pyridine-3-carbonitrile C(#N)NC1=NC=C(C=C1C#N)C(F)(F)F